C(C=C)(=O)NC1=C(C=CC=C1)C=1C=C2C(C3(N(C(C2=CC1)=O)CC1=CC(=C(C=C1)C(F)(F)F)F)CCCC3)C(=O)O 6'-(2-acrylamidophenyl)-2'-(3-fluoro-4-(trifluoromethyl)benzyl)-1'-oxo-1',4'-dihydro-2'H-spiro[cyclopentane-1,3'-isoquinoline]-4'-carboxylic acid